Methyl 2-[2-[[4-(trifluoromethyl)-2-pyridyl]oxy]phenyl]acetate FC(C1=CC(=NC=C1)OC1=C(C=CC=C1)CC(=O)OC)(F)F